tert-butyl 4-{[(4-chloroquinolin-7-yl)oxy]methyl}piperidine-1-carboxylate ClC1=CC=NC2=CC(=CC=C12)OCC1CCN(CC1)C(=O)OC(C)(C)C